2-(2-(4-Chloroanilino)ethylamino)benzyl alcohol ClC1=CC=C(NCCNC2=C(CO)C=CC=C2)C=C1